ClC1=NN2C(N=CC3=C2C(CC3C(=O)NC=3C=NC(=C(C3)Cl)C=3N=NN(N3)C)(C)C)=C1 2-chloro-N-(5-chloro-6-(2-methyl-2H-tetrazol-5-yl)pyridin-3-yl)-8,8-dimethyl-7,8-dihydro-6H-cyclopenta[e]pyrazolo[1,5-a]pyrimidine-6-carboxamide